(R)-6-fluoro-4-(4-fluorophenyl)-N-((1-isopropylpyrrolidin-2-yl)methyl)-3,4-dihydroquinoxaline-1(2H)-carboxamide FC=1C=C2N(CCN(C2=CC1)C(=O)NC[C@@H]1N(CCC1)C(C)C)C1=CC=C(C=C1)F